FC=1C=C(C=C(C1)C(C)(C)O)S(=O)(N)=NC(NC1=C2CCCC2=C(C=2CCCC12)F)=O 3-fluoro-N'-((8-fluoro-1,2,3,5,6,7-hexahydro-s-indacen-4-yl)carbamoyl)-5-(2-hydroxypropan-2-yl)benzenesulfonimidamide